7-[3-(trifluoromethyl)phenyl]sulfonyl-2-azaspiro[3.5]nonane-2-carboxylic acid tert-butyl ester C(C)(C)(C)OC(=O)N1CC2(C1)CCC(CC2)S(=O)(=O)C2=CC(=CC=C2)C(F)(F)F